Cl.N=C(N)C1C=CC(C2=CC=C(C3C=CC(C(=N)N)=CC=3)O2)=CC=1 Furamidine HCl